(2R,4S)-N-((S)-1-(((6-Amino-2-methylpyridin-3-yl)methyl)amino)-1-oxopropan-2-yl)-4-(3-(azetidine-1-carbonyl)benzyl)pyrrolidine-2-carboxamide Di-trifluoroacetate salt FC(C(=O)O)(F)F.FC(C(=O)O)(F)F.NC1=CC=C(C(=N1)C)CNC([C@H](C)NC(=O)[C@@H]1NC[C@H](C1)CC1=CC(=CC=C1)C(=O)N1CCC1)=O